4-((2,2-difluoroethyl)amino)-N-(3-(methylamino)-3-oxopropyl)-6-(1H-pyrazol-4-yl)quinoline-3-carboxamide FC(CNC1=C(C=NC2=CC=C(C=C12)C=1C=NNC1)C(=O)NCCC(=O)NC)F